5-((5-(4-(difluoromethoxy)phenyl)oxazol-2-yl)amino)picolinonitrile FC(OC1=CC=C(C=C1)C1=CN=C(O1)NC=1C=CC(=NC1)C#N)F